potassium hexathiocyanide S(SSSSSC#N)C#N.[K]